IC=1C(=NC2=CC=CC=C2C1)S(=O)(=O)O iodochinolin-sulfonic acid